tetraiodoplatinate [I-].[I-].I[Pt+2]I